FC1=CC=C(C=C1)[C@H](CN1N=CC(=C1)CNC1=NC=2N([C@H](C(NC2C(=N1)C)=O)C)C)C (7S)-2-(((1-((R)-2-(4-fluorophenyl)propyl)-1H-pyrazol-4-yl)methyl)amino)-4,7,8-trimethyl-7,8-dihydropteridin-6(5H)-one